FC1=C(C=C(C=C1F)N1N=CC2=CC(=CC=C12)OC1CCN(CC1)S(=O)(=O)C)O 2,3-Difluoro-5-(5-((1-(methylsulfonyl)piperidin-4-yl)oxy)-1H-indazol-1-yl)phenol